CC(C(=O)OC(C)(C)C1=NC=C(C=N1)C1=CC=C2C(=N1)N1C(=N2)CC[C@]1(C1=CC=CC=C1)C)(O)C (S)-2-(5-(8-methyl-8-phenyl-7,8-dihydro-6H-pyrrolo[2',1':2,3]imidazo[4,5-b]pyridin-2-yl)pyrimidin-2-yl)propan-2-ol methyl-(S)-lactate